(R)-N,N,2-trimethyl-4-(1-(3-nitro-5-(trifluoromethyl)phenyl)ethylamino)-7-oxo-7,8-dihydropyrido[2,3-d]pyrimidine-6-carboxamide CN(C(=O)C1=CC2=C(N=C(N=C2N[C@H](C)C2=CC(=CC(=C2)C(F)(F)F)[N+](=O)[O-])C)NC1=O)C